methyl 4-((4,4-difluorocyclohexyl)methoxy)-3-fluorobenzoate FC1(CCC(CC1)COC1=C(C=C(C(=O)OC)C=C1)F)F